ethyl N-[5-[6-[(2-methoxy-4-pyridyl)-methyl-carbamoyl]-8-methyl-imidazo[1,2-a]pyridin-3-yl]-2-pyridyl]carbamate COC1=NC=CC(=C1)N(C(=O)C=1C=C(C=2N(C1)C(=CN2)C=2C=CC(=NC2)NC(OCC)=O)C)C